C(CC)N1C=2N(C=3N=C(NC3C1=O)C=1C=NN(C1)CC=1C=NC=CC1)C=CN2 5-propyl-2-[1-(3-pyridylmethyl)pyrazol-4-yl]-3H-imidazo[2,1-b]purin-4-one